BrC=1C=C(C(=NC1)N1C=NC(=C1)C=O)F 1-(5-bromo-3-fluoropyridin-2-yl)-1H-imidazole-4-carbaldehyde